O-acetylmandelic acid C(C)(=O)OC(C(O)C1=CC=CC=C1)=O